FC1([C@H](C[C@H](CC1)[C@H](C(=O)NC1=NC=C(N=C1)OC1=C(C=C(C=C1)F)F)C)C1=CNC(C=C1)=O)F (R)-2-((1S,3R)-4,4-difluoro-3-(6-oxo-1,6-di-hydropyridin-3-yl)cyclohexyl)-N-(5-(2,4-difluoro-phenoxy)-pyrazin-2-yl)-propanamide